21-[4-[2-(diethylamino)-6-(1-pyrrolidinyl)-4-pyrimidinyl]-1-piperazinyl]-17alpha-hydroxypregna-4,9(11)-diene-3,20-dione C(C)N(C1=NC(=CC(=N1)N1CCN(CC1)CC([C@]1(CC[C@H]2[C@@H]3CCC4=CC(CC[C@]4(C)C3=CC[C@]12C)=O)O)=O)N1CCCC1)CC